tertiary butyl diperoxyadipate C(CCCCC(=O)O[O-])(=O)OOC(C)(C)C